CNC(=O)C1=CC=2C(C=3N=C(N=CC3C2C=C1)C(F)(F)F)=O N-methyl-9-oxo-2-(trifluoromethyl)-9H-indeno[2,1-d]pyrimidine-7-carboxamide